2,4-dimethyl-1-phenylpentane-1,3-dione CC(C(=O)C1=CC=CC=C1)C(C(C)C)=O